5-[(1,4-dimethoxy-3-methylnaphthalen-2-yl)methyl]pyridin-2-amine COC1=C(C(=C(C2=CC=CC=C12)OC)C)CC=1C=CC(=NC1)N